1-bromo-3-chloro-1-ethyl-1,3-disilacyclobutane Br[Si]1(C[SiH](C1)Cl)CC